BrC=1C=C(C(=C(C1Br)Br)Br)O 3,4,5,6-Tetrabromophenol